3-[1-methyl-7-[4-[[(3S,4S)-3-methyl-4-piperidyl]methyl]piperazin-1-yl]indazol-3-yl]piperidine-2,6-dione CN1N=C(C2=CC=CC(=C12)N1CCN(CC1)C[C@@H]1[C@@H](CNCC1)C)C1C(NC(CC1)=O)=O